2-cyclopropyl-1-methyl-1H-imidazol C1(CC1)C=1N(C=CN1)C